(5aR,5bS,7aS,10aS,10bR)-2-(3-hydroxyphenyl)-5a,7a-dimethyl-4,5,5a,5b,6,7,7a,9,10,10a,10b,11,12,12a-tetradecahydro-8H-cyclopenta[7,8]phenanthro[2,1-d]thiazol-8-one OC=1C=C(C=CC1)C=1SC2=C(N1)CC[C@@]1([C@H]3CC[C@]4([C@H]([C@@H]3CCC12)CCC4=O)C)C